OC1(CC(C1)CC1=CN=C2C(=N1)N=C(C=C2)C2=C(C=C(C=C2C)C)O)C 2-[3-[(3-hydroxy-3-methyl-cyclobutyl)methyl]pyrido[2,3-b]pyrazin-6-yl]-3,5-dimethyl-phenol